C(C)(=O)ON=C(C(=O)C1=CC=C(C=C1)SC1=CC=CC=C1)CC1CCCCC1 N-acetoxy-1-(4-phenylsulfanyl-phenyl)-3-cyclohexylpropan-1-one-2-imine